ClC1=C(C=CC=C1)[C@H](CCC1OCCCO1)N[S@@](=O)C(C)(C)C (S)-N-[(1S)-1-(2-chlorophenyl)-3-(1,3-dioxan-2-yl)propyl]-2-methylpropane-2-sulfinamide